FC([C@H]1N(C(OC1)=C=O)C=1N=C2N(CC3(CC3)OC3=C2C=CC(=C3)N[C@H](C(=O)N)C)C1)F (S)-2-((2-((S)-4-(difluoromethyl)-2-carbonyloxazolidin-3-yl)-5H-spiro[benzo[f]imidazo[1,2-d][1,4]oxazepin-6,1'-cyclopropane]-9-yl)amino)propanamide